1-isopropyl-1H-pyrazole-5-carbonyl chloride C(C)(C)N1N=CC=C1C(=O)Cl